6-benzyl 2-ethyl 3-formyl-1-methyl-4,5-dihydro-1H-pyrrolo[2,3-c]pyridine-2,6(7H)-dicarboxylate C(=O)C1=C(N(C=2CN(CCC21)C(=O)OCC2=CC=CC=C2)C)C(=O)OCC